O[C@H](COC=1C=C(C=CC1)S(=O)(=O)NC)CNC1COC2(C1)CCN(CC2)S(=O)(=O)C=2C=NC=C(C2)OC 3-((2S)-2-hydroxy-3-(8-(5-methoxypyridin-3-ylsulfonyl)-1-oxa-8-azaspiro[4.5]decan-3-ylamino)propoxy)-N-methylbenzenesulfonamide